C(C)(=O)N1CC2(C(N(C3=CC(=CC=C23)C2=CC3=C(C(=N2)NC=2C(=CC(=C(C(=O)O)C2)C)F)N(C=N3)C(C)C)C3CC(C3)N3CCCCC3)=O)C1 5-((6-(1-acetyl-2'-oxo-1'-((1s,3s)-3-(piperidin-1-yl)cyclobutyl)spiro[azetidine-3,3'-indoline]-6'-yl)-3-isopropyl-3H-imidazo[4,5-c]pyridin-4-yl)amino)-4-fluoro-2-methylbenzoic acid